1-(3-methoxyphenyl)-1,4-dihydro-5H-tetrazol-5-one COC=1C=C(C=CC1)N1N=NNC1=O